N1=CN=C(C2=CC=CC=C12)NC(C(=O)O)CCN(CCOCC(F)(F)F)CCCCC1=NC=2NCCCC2C=C1 2-(quinazolin-4-ylamino)-4-((4-(5,6,7,8-tetrahydro-1,8-naphthyridin-2-yl)butyl)(2-(2,2,2-trifluoroethoxy)ethyl)amino)butanoic acid